CC1=C(C=NN1)C1=CC=2C=NC(=CC2N1)NC(=O)C1CC1 N-(2-(5-methyl-1H-pyrazol-4-yl)-1H-pyrrolo[3,2-c]pyridin-6-yl)cyclopropanecarboxamide